COC=1C=C(C=CC1OC)C=1N=C2N(C(C1)=O)C=C(C=C2F)N2CCNCC2 2-(3,4-dimethoxyphenyl)-9-fluoro-7-(piperazin-1-yl)-4H-pyrido[1,2-a]pyrimidin-4-one